6-[[(2S,3S,4S,5S)-3-(3,4-difluoro-2-methoxy-phenyl)-4,5-dimethyl-5-(trifluoromethyl)tetrahydrofuran-2-carbonyl]amino]pyridine-2-carboxamide nickel iron cobalt aluminum [Al].[Co].[Fe].[Ni].FC=1C(=C(C=CC1F)[C@H]1[C@H](O[C@@]([C@H]1C)(C(F)(F)F)C)C(=O)NC1=CC=CC(=N1)C(=O)N)OC